1-((6-cyclopropyl-8-(4H-1,2,4-triazol-4-yl)imidazo[1,2-a]pyridin-2-yl)methyl)-1H-1,2,3-triazole-4-carbaldehyde C1(CC1)C=1C=C(C=2N(C1)C=C(N2)CN2N=NC(=C2)C=O)N2C=NN=C2